FC1=C(C=CC=C1)C1=C(N=C(S1)C)C(=O)OC methyl 5-(2-fluorophenyl)-2-methyl-1,3-thiazole-4-carboxylate